(S)-2-methyl-4,6-dioxopiperidine-1-carboxylic acid tert-butyl ester C(C)(C)(C)OC(=O)N1[C@H](CC(CC1=O)=O)C